6-Chloro-2-{4-[4-(2-ethoxyethyl)piperidin-1-yl]phenyl}-N-(1-methylpiperidin-4-yl)-3H-imidazo[4,5-b]pyridin-7-amine ClC=1C(=C2C(=NC1)NC(=N2)C2=CC=C(C=C2)N2CCC(CC2)CCOCC)NC2CCN(CC2)C